4-cyano-4-(propylthiocarbonyl)thiolanoic acid C(#N)C1(CC(SC1)C(=O)O)C(=S)CCC